[Si](C1=CC=CC=C1)(C1=CC=CC=C1)(C(C)(C)C)OC1C(C(CC1)=O)(C)C 3-((tert-butyldiphenylsilyl)oxy)-2,2-dimethylcyclopentane-1-one